C(C)(C)(C)OC(=O)N1CCC(CC1)C(N(C)OC)=O 4-(methoxy(methyl)carbamoyl)piperidine-1-carboxylic acid tert-butyl ester